dihydro-1,3-dithiole S1CSCC1